4-[(3R)-Oxazol-3-yloxy]-1,3-benzothiazole-6-carboxylic acid methyl ester COC(=O)C1=CC2=C(N=CS2)C(=C1)ON1COC=C1